methyl-propylacrylate CC=C(C(=O)[O-])CCC